C1(CCC2=CC=CC=C12)C(=O)OC Methyl 2,3-dihydro-1H-indene-1-carboxylate